FC1=C(C=2OCC(N3C=C(C(C(=C1)C32)=O)C(=O)O)C)N3CCN(CC3)C 7-fluoro-2-methyl-6-(4-methylpiperazin-1-yl)-10-oxo-4-oxa-1-azatricyclo[7.3.1.05,13]Tridec-5(13),6,8,11-tetraene-11-carboxylic acid